FC=1C=C(N)C=C(C1C)C1=NC=CC=C1 3-fluoro-4-methyl-5-(2-pyridinyl)aniline